F[B-](F)(F)F.CN1CN(C=C1)CCCCCCCC 1-methyl-3-octyl-imidazole tetrafluoroborate